C(C)NC(CC1=C(C=CC=C1)CCO)=O N-ethyl-2-(2-(2-hydroxyethyl)phenyl)acetamide